CC=1SC(=C(N1)C)C=1C=CC(N(N1)CC1CC(N(CC1)C=1C2=C(N=CN1)N=CC=C2)(F)F)=O 6-(2,4-dimethyl-1,3-thiazol-5-yl)-2-(2,2-difluoro-1-pyrido[2,3-d]pyrimidin-4-ylpiperidin-4-yl)methylpyridazin-3-one